methyl-1-octyl-3-methylimidazole CC1N(C=CN1C)CCCCCCCC